Cl.COC1=CC=C(C(=N1)N)N 6-methoxy-2,3-pyridinediamine hydrochloride